11-butanoyl-3-fluoro-6,11-dihydro-5H-5λ6-dibenzo[c,f][1,2,5]thiadiazepine-5,5-dione C(CCC)(=O)N1C2=C(NS(C3=C1C=CC(=C3)F)(=O)=O)C=CC=C2